(S)-3-(cyanomethyl)-4-(vinylsulfonyl)piperazine-1-carboxylic acid tert-butyl ester C(C)(C)(C)OC(=O)N1C[C@@H](N(CC1)S(=O)(=O)C=C)CC#N